OC=1C=C(C=CC1)C=1C(OC2=C(C1C)C=C(C=C2)O)C2=CC=C(C=C2)OCCN2C[C@H](CC2)C 3-(3-hydroxyphenyl)-4-methyl-2-(4-(2-((S)-3-methylpyrrolidin-1-yl)ethoxy)phenyl)-2H-benzopyran-6-ol